tetra-naphthyl-ascorbate C1(=CC=CC2=CC=CC=C12)C([C@@]([C@@]1(C(=C(C(=O)O1)O)[O-])C1=CC=CC2=CC=CC=C12)(O)C1=CC=CC2=CC=CC=C12)(O)C1=CC=CC2=CC=CC=C12